(7Z,10Z,29Z,32Z)-Tetraconta-17,10,29,32-Tetraen CCCCCCCCC\C=C/CCCCCC=CCCCCCCCCCC\C=C/C\C=C/CCCCCCC